2-cyclohexyl-2-(3,3-dichloro-3-bromopropyl)-1,3-dimethoxypropane C1(CCCCC1)C(COC)(COC)CCC(Br)(Cl)Cl